N-succinimidyl-3-(4-hydroxyphenyl)propionate C1CC(=O)N(C1=O)OC(=O)CCC2=CC=C(C=C2)O